[Si](C)(C)(C(C)(C)C)O[C@H]1[C@@H](O[C@@H]([C@H]1O[Si](C)(C)C(C)(C)C)CSCC1=C(C=CC=C1C)C1=CC=CC=C1)N1C=CC2=C1N=CN=C2N 7-((2R,3R,4R,5S)-3,4-bis((tert-Butyldimethylsilyl)oxy)-5-((((3-methyl-[1,1'-biphenyl]-2-yl)methyl)thio)methyl)tetrahydrofuran-2-yl)-7H-pyrrolo[2,3-d]pyrimidin-4-amine